iodo-1-(trifluoromethyl)pyrazole IC1=NN(C=C1)C(F)(F)F